OC1=C2C(C=C(OC2=C(C(=C1)O)OC)C1=CC=CC=C1)=O 5,7-dihydroxy-8-methoxyflavone